1-(6-amino-4-meth-ylpyridin-3-yl)-6-chloro-7-(3,4-di-hydro-2,7-naphthyridin-2(1H)-yl)-4-oxo-1,4-dihydro-1,8-naphthyridine-3-carboxylic acid NC1=CC(=C(C=N1)N1C=C(C(C2=CC(=C(N=C12)N1CC2=CN=CC=C2CC1)Cl)=O)C(=O)O)C